(1S,2R)-5,7-Dichloro-2-hydroxy-2,3-dihydro-1H-inden-1-yl-carbamat ClC=1C=C2C[C@H]([C@H](C2=C(C1)Cl)NC([O-])=O)O